(2S,4R)-4-(difluoromethoxy)-1-(2-(3-(2,4-difluorophenyl)-5-oxo-5,7-dihydro-6H-pyrrolo[3,4-b]pyridin-6-yl)acetyl)pyrrolidine-2-carboxylic acid FC(O[C@@H]1C[C@H](N(C1)C(CN1CC2=NC=C(C=C2C1=O)C1=C(C=C(C=C1)F)F)=O)C(=O)O)F